tert-Butyl 4-(4-((4,4-dimethylpiperidin-1-yl)methyl)phenyl)-2-oxo-1,4,9-triazaspiro[5.5]undecane-9-carboxylate CC1(CCN(CC1)CC1=CC=C(C=C1)N1CC(NC2(C1)CCN(CC2)C(=O)OC(C)(C)C)=O)C